N-(2-amino-5-cyclopropylphenyl)-N-methylcyclopropane-sulfonamide NC1=C(C=C(C=C1)C1CC1)N(S(=O)(=O)C1CC1)C